C(N)(OC(C)(C1=CC=CC=C1)C)=O carbamic acid, 1-methyl-1-phenylethyl ester